2-(4-acetyl-2-nitrophenyl)propiononitrile C(C)(=O)C1=CC(=C(C=C1)C(C#N)C)[N+](=O)[O-]